N1(CCNCC1)C1CCC(CC1)N 4-(piperazin-1-yl)cyclohexane-1-amine